C(\C=C/C=CCCCCCCC)=O z,9z-dodecadienal